C(C1=CC=CC=C1)N(CC1=CC=CC=C1)CC1=CC=CC=C1 N,N-dibenzyl-1-phenylmethanamine